3-(4-((4-(2-(3-(3-amino-6-(2-hydroxyphenyl)pyridazin-4-yl)-3,8-diazabicyclo[3.2.1]octan-8-yl)pyrimidin-5-yl)piperidin-1-yl)methyl)phenyl)piperidine-2,6-dione NC=1N=NC(=CC1N1CC2CCC(C1)N2C2=NC=C(C=N2)C2CCN(CC2)CC2=CC=C(C=C2)C2C(NC(CC2)=O)=O)C2=C(C=CC=C2)O